[Li].[Co]=O.[Ni] nickel-cobalt-oxide lithium